CN1CCN(CC1)C=1C(NC(NC1)=O)=O 5-(4-methylpiperazin-1-yl)-1,2,3,4-tetrahydropyrimidine-2,4-dione